ClC1=CC=C2[C@@]3(C(NC2=C1)=O)C1(N([C@H]([C@@H]3C3=C(C(=CC=C3)Cl)F)C(=O)NC32CCC(CC3)(CC2)C(=O)O)CC)CCCCC1 4-((3'R,4'S,5'R)-6''-chloro-4'-(3-chloro-2-fluorophenyl)-1'-ethyl-2''-oxodispiro-[cyclohexane-1,2'-pyrrolidine-3',3''-indoline]-5'-carboxamido)bicyclo[2.2.2]-octane-1-carboxylic acid